[Na+].OC1=C(C=CC=C1)S(=O)(=O)[O-] hydroxyphenyl-sulfonic acid monosodium salt